NC1(CC2=CC(=CC=C2CC1)OC1=C(C=CC=C1)C1=C(C(=CC=C1)C)Cl)C(=O)O 2-amino-7-((2'-chloro-3'-methyl-[1,1'-biphenyl]-2-yl)oxy)-1,2,3,4-tetrahydronaphthalene-2-carboxylic acid